racemic-(Z)-3-((3-butyl-7-(dimethylamino)-3-ethyl-1,1-dioxido-5-phenyl-2,3,4,5-tetrahydro-1,5-benzothiazepin-8-yl)oxy)-2-fluoroacrylate C(CCC)C1(CS(C2=C(N(C1)C1=CC=CC=C1)C=C(C(=C2)O\C=C(\C(=O)[O-])/F)N(C)C)(=O)=O)CC